2-methyl-6-(3-methyl-1-benzothiophen-5-yl)pyrimidin CC1=NC(=CC=N1)C=1C=CC2=C(C(=CS2)C)C1